tert-butyl (R)-4-(2-(3-((6-(2-hydroxy-4-(trifluoromethyl)phenyl)-5-methylpyridazin-3-yl)amino)piperidin-1-yl)ethyl)piperazine-1-carboxylate OC1=C(C=CC(=C1)C(F)(F)F)C1=C(C=C(N=N1)N[C@H]1CN(CCC1)CCN1CCN(CC1)C(=O)OC(C)(C)C)C